copper(I) nicotinate C(C1=CN=CC=C1)(=O)[O-].[Cu+]